N1NC(CCC1=O)=O tetrahydro-3,6-pyridazinedione